2-bromo-5-hydroxynaphthalene-1,4-dione BrC=1C(C2=CC=CC(=C2C(C1)=O)O)=O